(S)-N-(naphthalen-2-yl)pyrrolidine-2-carboxamide C1=C(C=CC2=CC=CC=C12)NC(=O)[C@H]1NCCC1